C1(CC1)N1N=C(C=C1)CN1C(C2=CC=C(C=C2C=N1)SC=1C=NN(C1)C1CC1)=O 2-((1-cyclopropyl-1H-pyrazol-3-yl)methyl)-6-((1-cyclopropyl-1H-pyrazol-4-yl)thio)phthalazin-1(2H)-one